C(C1=CC=CC=C1)OC(=O)N[C@@H](C(=O)OCC1=CC=CC=C1)CNC(C1=CC(=CC(=C1)C(C)OC1=CC=CC=C1)F)=O (2R)-benzyl 2-(((benzyloxy)carbonyl)amino)-3-(3-fluoro-5-(1-phenoxyethyl)benzamido)propanoate